5-bromo-1-methyl-1,2-dihydro-3H-indazol-3-one BrC=1C=C2C(NN(C2=CC1)C)=O